CC1=C(C=CC=C1C)C1=C(C2=C(CCC1)C=C(C=C2)O)C2=CC=C(C=C2)O[C@@H]2CN(CC2)CCCF 6-(2,3-dimethylphenyl)-5-[4-[(3S)-1-(3-fluoropropyl)pyrrolidin-3-yl]oxyphenyl]-8,9-dihydro-7H-benzo[7]annulen-2-ol